C(C)(C)(C)OC(=O)N1CC(C1)\C=C\C1=C(C=C(C=C1)C(F)(F)F)F.CC=CC(=O)OCCC[Si](OC)(OC)OC gamma-(methyl)acryloxypropyl-trimethoxysilane tert-butyl-3-[(E)-2-[2-fluoro-4-(trifluoromethyl)phenyl]ethenyl]azetidine-1-carboxylate